4-(6-methoxy-1H-indol-3-yl)-7-[[5-(4-methylpiperazin-1-yl)-2-pyridyl]amino]-2,3-dihydropyrrolo[3,4-c]pyridin-1-one COC1=CC=C2C(=CNC2=C1)C1=NC=C(C2=C1CNC2=O)NC2=NC=C(C=C2)N2CCN(CC2)C